BrC=1C=C(OC2=CC=3N(C4=CC=C(C=C4C3C=C2)C([2H])([2H])[2H])C2=NC=CC(=C2)C(C)(C)C)C=CC1 2-(3-bromophenoxy)-9-(4-(tert-butyl)pyridin-2-yl)-6-(methyl-d3)-9H-carbazole